(1S,3R,4S)-2-(7-chloro-1H-indole-2-carbonyl)-5,5-difluoro-N-((R,E)-4-fluoro-4-(methylsulfonyl)-1-((S)-2-oxopyrrolidin-3-yl)but-3-en-2-yl)-2-azabicyclo[2.2.2]octane-3-carboxamide ClC=1C=CC=C2C=C(NC12)C(=O)N1[C@@H]2CC([C@H]([C@@H]1C(=O)N[C@H](C[C@H]1C(NCC1)=O)\C=C(\S(=O)(=O)C)/F)CC2)(F)F